2-(7-azabicyclo[2.2.1]hept-7-yl)-N-(6-(1-methyl-1H-1,2,3-triazol-4-yl)isoquinolin-3-yl)acetamide C12CCC(CC1)N2CC(=O)NC=2N=CC1=CC=C(C=C1C2)C=2N=NN(C2)C